2-(1-methoxyethyl)thiazole-5-carboxylic acid COC(C)C=1SC(=CN1)C(=O)O